(4z,8e)-4,8-cyclododecadien-1-one C1(CC\C=C/CC\C=C\CCC1)=O